1,2-dimyristoyl-sn-glycero-3-phospho-rac-glycerol C(CCCCCCCCCCCCC)(=O)OC[C@@H](OC(CCCCCCCCCCCCC)=O)COP(=O)(O)OC[C@H](O)CO |&1:41|